C(C=C)C(C(=O)O)CCCC.C(CCCCC)(=O)O caproate (Allyl Caproate)